5'-methoxy-6-methyl-[4,4'-bipyridine]-3-carboxamide trifluoroacetate FC(C(=O)O)(F)F.COC=1C(=CC=NC1)C1=C(C=NC(=C1)C)C(=O)N